(5-((3-(difluoromethoxy)-5-(trifluoromethyl)pyridin-2-yl)amino)-9-fluoro-2,3,4,5-tetrahydrobenzo[b]oxepin-5-yl)methanol FC(OC=1C(=NC=C(C1)C(F)(F)F)NC1(C2=C(OCCC1)C(=CC=C2)F)CO)F